6-(4-((4-(1H-pyrazol-4-yl)phenyl)-amino)thieno-[3,2-d]-pyrimidin-2-yl)-N,N-dimethyl-1H-indole-2-carboxamide N1N=CC(=C1)C1=CC=C(C=C1)NC=1C2=C(N=C(N1)C1=CC=C3C=C(NC3=C1)C(=O)N(C)C)C=CS2